O=S1([C@H](CNCC1)C1=CC=C(C=C1)NC(=O)NCC1=CC=C(C=C1)OC)=O (S)-1-(4-(1,1-dioxidothiomorpholin-2-yl)phenyl)-3-(4-methoxybenzyl)urea